FC1=C(C=CC(=C1)C(F)(F)F)C(C)N1N=CC(=C1)NC(=O)C1=NOC(=C1)C1=NC=CC=C1 N-(1-(1-(2-fluoro-4-(trifluoromethyl)phenyl)ethyl)-1H-pyrazol-4-yl)-5-(pyridin-2-yl)isoxazole-3-carboxamide